ClC1=C2C(=NC(=C1)C1=C(C=C(C=C1C)C(F)(F)F)OC)N=C(O2)N[C@H]2CN(CCC2)C(=O)OC(C)(C)C tert-butyl (3R)-3-[[7-chloro-5-[2-methoxy-6-methyl-4-(trifluoromethyl)phenyl]oxazolo[4,5-b]pyridin-2-yl]amino]piperidine-1-carboxylate